NC1=NC(=NC=C1C(F)(F)F)C=1C=C2C=CN(C(C2=CC1F)=O)CC[C@@H]1[C@H](CC1)NC=1C=NNC(C1C(F)(F)F)=O 6-(4-amino-5-(trifluoromethyl)pyrimidin-2-yl)-7-fluoro-2-(2-((1R,2S)-2-((6-oxo-5-(trifluoromethyl)-1,6-dihydropyridazin-4-yl)amino)cyclobutyl)ethyl)isoquinolin-1(2H)-one